NC1=NC2=C(N1CC1(CC1)CCCOC1=C(C=NN1C)C1=CC(=CN(C1=O)C)C(=O)OC)C=C(C=C2)Br methyl 5-(5-(3-(1-((2-amino-6-bromo-1H-benzo[d]imidazol-1-yl) methyl) cyclopropyl) propoxy)-1-methyl-1H-pyrazol-4-yl)-1-methyl-6-oxo-1,6-dihydropyridine-3-carboxylate